N-({(3S,4R) or (3R,4S)-4-methyl-2-[6-methyl-3-(2H-1,2,3-triazol-2-yl)pyridine-2-carbonyl]-2-azabicyclo[3.1.1]heptan-3-yl}methyl)-[1,3]thiazolo[5,4-b]pyridin-2-amine C[C@H]1[C@H](N(C2CC1C2)C(=O)C2=NC(=CC=C2N2N=CC=N2)C)CNC=2SC1=NC=CC=C1N2 |o1:1,2|